6-methylphenyl-acetic acid CC1=CC=CC=C1CC(=O)O